N1=CC=CC(=C1)[C@@H]1N(C)CCC1 R-Nicotine